[1-(2,6-Dioxopiperidin-3-yl)-3-methyl-2-oxo-2,3-dihydro-1H-benzimidazol-5-yl]propanal O=C1NC(CCC1N1C(N(C2=C1C=CC(=C2)C(C=O)C)C)=O)=O